1,2-diphenoxyl-ethane 1,1,1,3,3,3-Hexafluoropropan-2-yl-(R)-1-((tetrahydro-2H-pyran-4-yl)carbamoyl)-6-azaspiro[2.5]octane-6-carboxylate FC(C(C(F)(F)F)OC(=O)N1CCC2(C[C@H]2C(NC2CCOCC2)=O)CC1)(F)F.O(C1=CC=CC=C1)CCOC1=CC=CC=C1